(1R,2R)-2-((5-bromo-2-chloro-pyrimidin-4-yl)amino)-1-methyl-cyclopentanol BrC=1C(=NC(=NC1)Cl)N[C@H]1[C@@](CCC1)(O)C